C(CCCCCCCCCCCCCCCCC)(=O)OC1=CC(=C(C(=C1)C(C)(C)C)O)C(C)(C)C 3,5-di-tert-butyl-4-hydroxyphenyl stearate